NC=1C=NN(C1)[C@H](C#N)C (S)-2-(4-amino-1H-pyrazol-1-yl)propanenitrile